BrC1=CC=C(N=N1)CN1CC(C2(CCN(CC2)C(=O)OC(C)(C)C)CC1)(F)F Tert-butyl 9-((6-bromopyridazin-3-yl)methyl)-7,7-difluoro-3,9-diazaspiro[5.5]undecane-3-carboxylate